O=C1NC(CCC1N1C(C2=CC(=CC(=C2C1)OCC(=O)OC(C)(C)C)F)=O)=O tert-butyl 2-((2-(2,6-dioxopiperidin-3-yl)-6-fluoro-1-oxoisoindolin-4-yl)oxy)acetate